C(C1=CC=CC=C1)N1[C@H](CC(C[C@H]1C=1N=NN(C1)C)=O)C (2S,6S)-1-benzyl-2-methyl-6-(1-methyltriazol-4-yl)piperidin-4-one